C(C)(C)N(P(OCCC#N)OC1CC(C1)N(C1=NC(=NC=C1)C=C)C)C(C)C 2-cyanoethyl (3-(methyl(2-vinylpyrimidin-4-yl)amino)cyclobutyl) diisopropylphosphoramidite